N(=[N+]=[N-])CCCCCCN=[N+]=[N-] 1,6-diazidohexane